N-(4-(2-isopropoxypropan-2-yl)thiazol-2-yl)-1-(pyridin-4-ylmethyl)-1H-pyrazole-5-carboxamide C(C)(C)OC(C)(C)C=1N=C(SC1)NC(=O)C1=CC=NN1CC1=CC=NC=C1